FC1(CN(CC1(C)C)C1=NN2C(C=N1)=CC(=C2)C=2C(=NC(=NC2)OC)OC)F (3,3-difluoro-4,4-dimethyl-pyrrolidin-1-yl)-6-(2,4-dimethoxypyrimidin-5-yl)pyrrolo[2,1-f][1,2,4]triazine